[Na+].OC1(C(=O)NC(C1)=O)S(=O)(=O)[O-] Hydroxysulfosuccinimide sodium salt